7-(3,3-dihydroxyazetidin-1-yl)-4-oxo-1-(1,3-thiazol-2-yl)-1,4-dihydro-1,8-naphthyridine-3-carboxylic acid OC1(CN(C1)C1=CC=C2C(C(=CN(C2=N1)C=1SC=CN1)C(=O)O)=O)O